ClC1=C(C=CC(=C1)F)CNCC N-[(2-chloro-4-fluoro-phenyl)methyl]ethanamine